C(C)(C)(C)OC(=O)N(C(C)C)CC1=CC(=C(C(=C1)F)C=1C=C2C(=CN1)N(N=C2NC(C2=CC=C(C=C2)N2CCNCC2)=O)C(=O)OC(C)(C)C)F tert-Butyl 5-(4-((tert-butoxycarbonyl(isopropyl)amino)methyl)-2,6-difluorophenyl)-3-(4-(piperazin-1-yl)benzamido)-1H-pyrazolo[3,4-c]pyridine-1-carboxylate